[N+](=O)([O-])C(CO)(CO)Br 2-nitro-2-bromo-1,3-propanediol